[Br-].C(C(=C)C)(=O)OCC[NH+](C)C 2-(methacryloyloxy)-N,N-dimethylethyl-ammonium bromide